FC1(CC1)C=1C=C(C(=O)NC=2C=NC(=C(C2)NC2=NC=CC=C2C2=C3N=CN(C3=NC=N2)C2OCCCC2)C)C=CN1 2-(1-fluorocyclopropyl)-N-(6-methyl-5-((3-(9-(tetrahydro-2H-pyran-2-yl)-9H-purin-6-yl)pyridin-2-yl)amino)pyridin-3-yl)isonicotinamide